C(C)(=O)N(C(C(=O)NCC(=O)O)C(C)C)C1=CC(=CC=C1)C(F)(F)F {2-[acetyl-(3-trifluoromethylphenyl)amino]-3-methylbutyryl-amino}acetic acid